2-methoxy-4-(4-(morpholin-4-yl)piperidin-1-yl)aniline COC1=C(N)C=CC(=C1)N1CCC(CC1)N1CCOCC1